OC=1C=C2CC[C@H]([C@H](C2=CC1)C1=CC=C(OCCCCNCC2=CC=C(COC=3C=C(C=CC3)C3C(NC(CC3)=O)=O)C=C2)C=C1)C1=CC=CC=C1 3-(3-((4-(((4-(4-((1S,2R)-6-hydroxy-2-phenyl-1,2,3,4-tetrahydronaphthalen-1-yl)phenoxy)butyl)amino)methyl)benzyl)oxy)phenyl)piperidine-2,6-dione